Cl.OC1=CC=2C3(C)C(C)C(CC2C=C1)N(CC=C(C)C)CC3 PENTAZOCINE HYDROCHLORIDE